C(C)N1N=C2N=C(C=NC2=C1)N[C@@H](C)C=1C=C(C=CC1C)NC(CC=1C=NC=C(C1)C)=O (S)-N-(3-(1-((2-ethyl-2H-pyrazolo[3,4-b]pyrazin-6-yl)amino)ethyl)-4-methylphenyl)-2-(5-methylpyridin-3-yl)acetamide